C(N)(OC(C)(C)C)=O tert-butyl (S)-carbamate